FC1=C(C=CC=C1C[C@@H]1N(CC2(CC2)[C@@H]1NS(=O)(=O)CF)C(C(C)(F)F)=O)C1=CC(=CC=C1)F N-((6S,7S)-6-((2,3'-difluoro-[1,1'-biphenyl]-3-yl)methyl)-5-(2,2-difluoro-propanoyl)-5-azaspiro[2.4]heptan-7-yl)-1-fluoromethanesulfonamide